(2S,3S)-2-((((9H-fluoren-9-yl)methoxy)carbonyl)amino)-3-(1-(tert-butoxycarbonyl)-1H-indol-3-yl)butanoic acid C1=CC=CC=2C3=CC=CC=C3C(C12)COC(=O)N[C@H](C(=O)O)[C@@H](C)C1=CN(C2=CC=CC=C12)C(=O)OC(C)(C)C